6-(3-Fluoro-5-methoxyphenyl)-N-[(2-oxo-1H-pyridin-3-yl)sulfonyl]-2-[(4S)-2,2,4-trimethylpyrrolidin-1-yl]pyridin-3-carboxamid FC=1C=C(C=C(C1)OC)C1=CC=C(C(=N1)N1C(C[C@@H](C1)C)(C)C)C(=O)NS(=O)(=O)C=1C(NC=CC1)=O